C(C)O[Si](CCCNC1=CC=CC=C1)(OCC)OCC N-[3-(triethoxysilyl)propyl]aniline